C12OCC(C1)(C2)N2C(=NC1=C2C=C(C=C1)C(=O)O)CC1=C(C=C(C(=C1)F)C1=NC(=CC=C1)OCC1=C(C=C(C=C1)C#N)F)F 1-(2-oxabicyclo[2.1.1]hexan-4-yl)-2-(4-(6-((4-cyano-2-fluorobenzyl)oxy)pyridin-2-yl)-2,5-difluorobenzyl)-1H-benzo[d]imidazole-6-carboxylic acid